4-(benzylamino)-6-chloronicotinaldehyde C(C1=CC=CC=C1)NC1=CC(=NC=C1C=O)Cl